C(C)OCC1=C(N)C=C(C=C1)C 2-(ethoxymethyl)-5-methylaniline